COC1=CC=C(C=C1)CC=COC 1-(methoxy)-4-(3-methoxyallyl)benzene